CS(=O)(=O)C1=C2C(=C(S1)OCC(C)C)CCC2=O 3-methanesulfonyl-1-(2-methylpropyloxy)-4H,5H,6H-cyclopenta[c]thiophen-4-one